[C@H]1([C@H](O)[C@@H](O)[C@H](O)[C@H](O1)CO)OC(CO)CO 2-O-α-D-glucosylglycerol